ClC=1C(N(C(=CC1OC([2H])([2H])C1=NC=C(C=C1F)F)C)C1=C(C(=NC=C1C)N1N=C(C=C1)C(C)(C)O)F)=O (M)-3-chloro-4-((3,5-difluoropyridin-2-yl)methoxy-d2)-3'-fluoro-2'-(3-(2-hydroxypropan-2-yl)-1H-pyrazol-1-yl)-5',6-dimethyl-2H-[1,4'-bipyridin]-2-one